ClC=1C=CC2=C(C[C@](O2)(C(=O)NC23CC(C2)(C3)NC(COC3=CC(=C(C=C3)Cl)F)=O)C)C1 (2S)-5-chloro-N-{3-[2-(4-chloro-3-fluorophenoxy)acetamido]bicyclo[1.1.1]pentan-1-yl}-2-methyl-2,3-dihydro-1-benzofuran-2-carboxamide